O=CC(=O)O ketoacetic acid